tert-Butyl (4-((2-(2,6-dioxopiperidin-3-yl)-1-oxoisoindolin-4-yl)(isopropyl)amino)butyl)carbamate O=C1NC(CCC1N1C(C2=CC=CC(=C2C1)N(CCCCNC(OC(C)(C)C)=O)C(C)C)=O)=O